C1(CC1)C1=NC=NC(=C1C=1N=C(C=2C(N1)=CN(N2)C)N(C)C(C)C2=CC=C(C=C2)C=2N(C=C(N2)C(F)(F)F)C(C)C)OC 5-(4-cyclopropyl-6-methoxypyrimidin-5-yl)-N-(1-(4-(1-isopropyl-4-(trifluoromethyl)-1H-imidazol-2-yl)phenyl)ethyl)-N,2-dimethyl-2H-pyrazolo[4,3-d]pyrimidin-7-amine